(S)-1-(3-bromophenyl)-ethylamine BrC=1C=C(C=CC1)[C@H](C)N